ClC=1C(=NC(=NC1)N[C@H]1CN(CC1)C(=O)C1=CC(=C(C=C1)NC(C=C)=O)C=1C=NN(C1)C)OC (R)-N-(4-(3-((5-chloro-4-methoxypyrimidin-2-yl)amino)pyrrolidine-1-carbonyl)-2-(1-methyl-1H-pyrazol-4-yl)phenyl)acrylamide